NC1=C(C=CC=C1)S ortho-aminothiophenol